4-isopropyl-2,3-dihydro-1H-inden-1-one C(C)(C)C1=C2CCC(C2=CC=C1)=O